FC=1C=CC=C2C=CC=C(C12)C1=NC(=CC=C1F)N 2-(8-Fluoronaphthyl)-3-fluoro-6-aminopyridine